(S)-2-((S)-1-(tert-butoxycarbonyl)pyrrolidine-2-carboxamido)-9-(5,6,7,8-tetrahydro-1,8-naphthyridin-2-yl)nonanoic acid C(C)(C)(C)OC(=O)N1[C@@H](CCC1)C(=O)N[C@H](C(=O)O)CCCCCCCC1=NC=2NCCCC2C=C1